FC=1C(NC=C2C1N=C(N=C2)OC)=O 8-fluoro-2-methoxypyrido[4,3-d]pyrimidin-7(6H)-one